N1=CN=CC(=C1)C1=CNC=2C1=NC=CC2 3-(pyrimidin-5-yl)-1H-pyrrolo[3,2-b]pyridin